NC=1C=C(C=CC1)CNC(=O)C1=CN=C(S1)C1=NC(=CN=C1)OCC N-[(3-aminophenyl)methyl]-2-(6-ethoxypyrazin-2-yl)-1,3-thiazole-5-carboxamide